2-(2-cyclopropylpyridin-3-yl)-9-(4-(1-(oxetan-3-yl)-4-(trifluoromethyl)-1H-imidazol-2-yl)benzyl)-7,9-dihydro-8H-purin-8-one C1(CC1)C1=NC=CC=C1C1=NC=C2NC(N(C2=N1)CC1=CC=C(C=C1)C=1N(C=C(N1)C(F)(F)F)C1COC1)=O